FC=1C(=C(C=CC1F)[C@H]1CO[C@@H]([C@H]1C)C(C)C)OC (2R,3S,4S,5R)-3-(3,4-difluoro-2-methoxy-phenyl)-5-isopropyl-4-methyl-tetrahydrofuran